BrC1=C(N=C(C=2N1N=CC2)N2CCC(CC2)C(=O)OCC)C ethyl 1-(7-bromo-6-methyl-pyrazolo[1,5-a]pyrazin-4-yl)piperidine-4-carboxylate